5-[[tert-butyl(dimethyl)silyl]oxymethyl]-1,3-oxazolidin-2-one [Si](C)(C)(C(C)(C)C)OCC1CNC(O1)=O